(2-(bromomethyl)-5,5-dimethylcyclohex-1-enyl)-4-chlorobenzene BrCC1=C(CC(CC1)(C)C)C1=CC=C(C=C1)Cl